COC(=O)C=1C(=NOC1C1=NC(=C(C=C1)NC(=O)[C@@H]1[C@H](CCCC1)C(=O)OC(C)(C)C)C)C 5-(5-((1S,2S)-2-(tert-butoxycarbonyl)cyclohexane-1-carboxamido)-6-methylpyridin-2-yl)-3-methylisoxazole-4-carboxylic acid methyl ester